(3aS,7aS)-3a-(3,4-dimethoxyphenyl)-1-methyloctahydro-6H-indol-6-one (2S,3S)-2,3-bis(benzoyloxy)succinate C(C1=CC=CC=C1)(=O)O[C@H](C(=O)O)[C@@H](C(=O)O)OC(C1=CC=CC=C1)=O.COC=1C=C(C=CC1OC)[C@@]12CCN([C@H]2CC(CC1)=O)C